O=C(C=CC1=CC=C(C(=O)O)C=C1)C1=CC=C(C(=O)O)C=C1 4,4'-(3-Oxoprop-1-ene-1,3-diyl)dibenzoic acid